3-[[(2-furancarbonyl)thio]methyl]-8-oxo-5-thia-1-aminobicyclo[4.2.0]oct-2-ene-2-carboxylic acid sodium salt [Na+].O1C(=CC=C1)C(=O)SCC1=C(C2(C(CC2SC1)=O)N)C(=O)[O-]